N[C@@]1(CN(CC1)C1=C(C=NC=C1C1=CC(=CC(=C1)F)F)C(=O)NC1CC(C1)(F)F)C 4-[(3S)-3-amino-3-methylpyrrolidin-1-yl]-N-(3,3-difluorocyclobutyl)-5-(3,5-difluorophenyl)pyridine-3-carboxamide